4-(2-hydroxypropionyl)piperazin-2-one OC(C(=O)N1CC(NCC1)=O)C